BrC=1C=C(C(=O)NC2=C(C=CC=C2)CCCC(=O)O)C=CC1 4-{[N-3-bromobenzoyl]aminophenyl}butyric acid